ClC1=C(C(=O)NC2=CC=C(C=C2)C2=NN(C(=C2)NC(C2=CC=C(C=C2)C2(N=N2)C(F)(F)F)=O)C)C=CC=C1 2-Chloro-N-(4-(1-methyl-5-(4-(3-(trifluoromethyl)-3H-diazirin-3-yl)benzamido)-1H-pyrazol-3-yl)phenyl)benzamide